ClC=1C=NN2C1C(=CC(=C2)C=2C=NN(C2C)C2CCN(CC2)C(=O)C2(CN(C2)C(=O)OC(C)(C)C)OC)OC Tert-butyl 3-(4-(4-(3-chloro-4-methoxypyrazolo[1,5-a]pyridin-6-yl)-5-methyl-1H-pyrazol-1-yl)piperidine-1-carbonyl)-3-methoxyazetidine-1-carboxylate